Cl.Cl.Cl.N1=C2C(=NC=C1N)C(=NC=C2)N pyrido[3,4-b]pyrazine-2,5-diamine trihydrochloride